C(C)(C)(C)OC(=O)N1N=CC2=CC(=CC=C12)C(=O)O 1-(tert-butoxycarbonyl)-1H-indazole-5-carboxylic acid